2,2'-([1,1'-Biphenyl]-4,4'-diyl-di-2,1-ethenediyl)bis-benzenesulfonic acid disodium salt [Na+].[Na+].C1(=CC=C(C=C1)C=CC1=C(C=CC=C1)S(=O)(=O)[O-])C1=CC=C(C=C1)C=CC1=C(C=CC=C1)S(=O)(=O)[O-]